NC1=NN2C(C=C(C=C2)C=2C=C(C(=NC2)C)C(=O)NCC2=C(C=CC(=C2)OC(F)(F)F)F)=N1 5-{2-amino-[1,2,4]triazolo[1,5-a]pyridin-7-yl}-N-{[2-fluoro-5-(trifluoromethoxy)phenyl]methyl}-2-methylpyridine-3-carboxamide